C(C)C1C(CC2=C1C(=C1C=NN(C1=C2)C2OCCCC2)B(O)O)(F)F (5-ethyl-6,6-difluoro-1-(tetrahydro-2H-pyran-2-yl)-1,5,6,7-tetrahydrocyclopenta[f]indazol-4-yl)boronic acid